ClC1=C(C(=C(C=C1)N1CCNCC1)F)F 4-(4-chloro-2,3-difluoro-phenyl)piperazin